Cl.OC1CC(NC1)C(=O)NC1(CC1)C1=CC=C(C=C1)C1=C(N=CS1)C 4-hydroxy-N-[1-[4-(4-methyl-1,3-thiazol-5-yl)phenyl]cyclopropyl]pyrrolidine-2-carboxamide hydrochloride